C(=CC)C(C(=O)O)CCCCC.C(CCCCCC)(=O)OCC=C allyl heptanoate (2-propenyl heptanoate)